ClC=1C=NC2=CC(=CC=C2C1)C(=O)N[C@@H]1CN[C@H](CC1)C=1OC(=NN1)OCCOC(F)(F)F 3-chloro-N-[(3s,6r)-6-{5-[2-(trifluoromethoxy)ethoxy]-1,3,4-oxadiazol-2-yl}piperidin-3-yl]quinoline-7-carboxamide